3-((4-(tertiary butyl)benzyl)thio)-6-chloro-2-(4-phenyl-1H-imidazol-2-yl)pyridine C(C)(C)(C)C1=CC=C(CSC=2C(=NC(=CC2)Cl)C=2NC=C(N2)C2=CC=CC=C2)C=C1